6-(7-fluoro-1H-indol-6-yl)pyridine FC=1C(=CC=C2C=CNC12)C1=CC=CC=N1